FC(S(=O)(=O)[O-])(F)F.[SH3+] sulfonium trifluoromethanesulfonate salt